BrC1=CC=C(C=C1)[C@H](C[N+](=O)[O-])C(C(=O)OCC)C(=O)OCC (R)-Diethyl 2-[1-(4-bromophenyl)-2-nitroethyl]malonate